FC1=C(C=CC(=C1)C(F)(F)F)CN(C1CN(C1)C(=O)N1C[C@H](CC1)N1C=NN=C1)C [3-[[2-Fluoro-4-(trifluoromethyl)phenyl]methyl-methyl-amino]azetidin-1-yl]-[(3S)-3-(1,2,4-triazol-4-yl)pyrrolidin-1-yl]methanone